C(C)(C)(C)OC(=O)N1C(CNCC1)CC1CCN(CC1)C(=O)OCC1=CC=CC=C1 ((1-((benzyloxy)carbonyl)piperidin-4-yl)methyl)piperazine-1-carboxylic acid tert-butyl ester